(E)-2-imino-1,3-dimethyl-5-[(3,4,5-trimethoxyphenyl)methylene]imidazolidin-4-one N=C1N(/C(/C(N1C)=O)=C/C1=CC(=C(C(=C1)OC)OC)OC)C